O[C@@H](CNC(=O)[C@H]1CN(CC[C@@H]1NC(=O)C1=NOC(=C1)C1=C(C=C(C=C1)F)F)C1CCCCC1)C1=CC=CC=C1 (3S,4S)-1-cyclohexyl-4-{[5-(2,4-difluoro-phenyl)-isoxazole-3-carbonyl]-amino}-piperidine-3-carboxylic acid ((R)-2-hydroxy-2-phenyl-ethyl)-amide